N-[4-[(E)-3-[4-[2-Hydroxyethyl(methyl)amino]phenyl]prop-2-enoyl]phenyl]pent-4-enamide OCCN(C1=CC=C(C=C1)/C=C/C(=O)C1=CC=C(C=C1)NC(CCC=C)=O)C